ClC1=CC(=C(COC2=CC=CC(=N2)C2CCN(CC2)CC2=NC3=C(N2C[C@H]2OCC2)C=C(C=C3OC)C(=O)[O-])C=C1)OC(F)F (S)-2-((4-(6-((4-chloro-2-difluoromethoxybenzyl) oxy) pyridin-2-yl) piperidin-1-yl) methyl)-4-methoxy-1-(oxetan-2-ylmethyl)-1H-benzo[d]imidazole-6-carboxylate